ClC=1C=CC=2N(N1)C(=NN2)C2=NOC(=C2)C 3-(6-chloro-[1,2,4]triazolo[4,3-b]pyridazine-3-yl)-5-methylisoxazole